ClC1=NC(=NN2C1=C(C(=C2)C2=C(C(=CC=C2)OC)F)C2=CC=CC=C2)C=2N(C=CN2)C 4-chloro-6-(2-fluoro-3-methoxyphenyl)-2-(1-methyl-1H-imidazol-2-yl)-5-phenylpyrrolo[2,1-F][1,2,4]triazine